N-((3R,4S)-4-((8-(3,3-bis(hydroxymethyl)azetidin-1-yl)-6-(2,6-dichloro-3,5-dimethoxyphenyl)pyrido[3,4-d]pyrimidin-2-yl)amino)tetrahydrofuran-3-yl)acrylamide OCC1(CN(C1)C1=NC(=CC2=C1N=C(N=C2)N[C@H]2[C@H](COC2)NC(C=C)=O)C2=C(C(=CC(=C2Cl)OC)OC)Cl)CO